[Ag].[Au].[Si] silicon gold-silver